CC(=O)N[C@@H]1[C@H]([C@@H]([C@H](O[C@H]1O[C@@H]2[C@H](OC([C@@H]([C@H]2O)NC(=O)C)O)CO)CO)O[C@H]3[C@H]([C@H]([C@@H]([C@H](O3)CO[C@@H]4[C@H]([C@H]([C@@H]([C@H](O4)CO[C@@H]5[C@H]([C@H]([C@@H]([C@H](O5)CO)O)O)O)O)O[C@@H]6[C@H]([C@H]([C@@H]([C@H](O6)CO)O)O)O)O)O)O[C@@H]7[C@H]([C@H]([C@@H]([C@H](O7)CO)O)O)O[C@@H]8[C@H]([C@H]([C@@H]([C@H](O8)CO)O)O)O[C@@H]9[C@H]([C@H]([C@@H]([C@H](O9)CO)O)O)O)O)O The molecule is an amino nonasaccharide that is the linear hexasaccharide alpha-D-Man-(1->2)-alpha-D-Man-(1->2)-alpha-D-Man-(1->3)-beta-D-Man-(1->4)-beta-D-GlcNAc-(1->4)-D-GlcNAc in which the mannosyl residue nearest the reducing end has the branched trisaccharide alpha-D-Man-(1->3)-[alpha-D-Man-(1->6)]-alpha-D-Man attached at position 6. It is a glucosamine oligosaccharide, an amino nonasaccharide and a (Hex)6,7(HexNAc)2.